2-(Hydroxycarbamoyl)-N-[4-[[4-[[(4-iodophenyl)sulfonyl-methyl-amino]methyl]triazol-1-yl]methyl]phenyl]-4-methyl-pentanamide ONC(=O)C(C(=O)NC1=CC=C(C=C1)CN1N=NC(=C1)CN(C)S(=O)(=O)C1=CC=C(C=C1)I)CC(C)C